CC1(OB(OC1(C)C)C1=CCN(CC1)C(=O)OC(C)(C)C)C Tert-butyl 4-(4,4,5,5-tetramethyl-1,3,2-dioxaborolan-2-yl)-5,6-dihydropyridine-1(2H)-carboxylate